4-(4-hydroxy-3,5-dimethoxyphenyl)-5-methyl-6-phenyl-2-amino-3-cyanopyridine OC1=C(C=C(C=C1OC)C1=C(C(=NC(=C1C)C1=CC=CC=C1)N)C#N)OC